O1C(=CC=C1)[C@H](CO)N[S@](=O)C(C)(C)C (R)-N-[(1S)-1-(2-furyl)-2-hydroxy-ethyl]-2-methyl-propane-2-sulfinamide